C1CC12CCN(CC2)C=2OC1=C(C=C(C=C1C(C2C)=O)C)[C@@H](C)NC=2C(=NC(=CC2)Cl)C=2C=CC1=C(C=NOB1O)C2 2-(6-azaspiro[2.5]octan-6-yl)-8-[(1R)-1-[[6-chloro-2-(1-hydroxy-2,3,1-benzoxazaborinin-6-yl)-3-pyridyl]amino]ethyl]-3,6-dimethyl-chromen-4-one